2-((1-(7-methyl-4-oxo-2-(o-tolyl)-4H-pyrido[1,2-a]pyrimidin-9-yl)ethyl)amino)benzoic acid CC=1C=C(C=2N(C(C=C(N2)C2=C(C=CC=C2)C)=O)C1)C(C)NC1=C(C(=O)O)C=CC=C1